CC1(C2=CC=CC=C2C=2C=CC(=CC12)NC1=CC=2C3(C4=CC=CC=C4C2C=C1)C1=CC=CC=C1C=1C=CC=CC13)C N-(9,9-dimethyl-9H-fluorene-2-yl)-9,9'-spirobifluorene-2-amine